2-(2-bromophenyl)dibenzofuran BrC1=C(C=CC=C1)C1=CC2=C(OC3=C2C=CC=C3)C=C1